BrC=1C=C2CCOC(C2=CC1)(C)C 6-bromo-1,1-dimethylisochroman